[Si](C1=CC=CC=C1)(C1=CC=CC=C1)(C(C)(C)C)OC[C@H]1[C@@H](C1)COC=1C=C(C=C(C1)[N+](=O)[O-])S(=O)(=O)N(CC1=CC=C(C=C1)OC)CC1=CC=C(C=C1)OC 3-(((1r,2r)-2-(((tert-butyldiphenylsilyl)oxy)methyl)-cyclopropyl)methoxy)-N,N-bis(4-methoxybenzyl)-5-nitrobenzenesulfonamide